C1(CC1)N1N=C2C(C(N(C=3C(=NC=CC23)NC(=O)C2CC2)C)C)=N1 N-(2-cyclopropyl-4,5-dimethyl-4,5-dihydro-2H-[1,2,3]triazolo[4,5-c][1,7]naphthyridin-6-yl)cyclopropanecarboxamide